N-[2-amino-5-(4-fluorophenyl)phenyl]-4-[(6-chloro-3-pyridyl)sulfonyl]benzamide NC1=C(C=C(C=C1)C1=CC=C(C=C1)F)NC(C1=CC=C(C=C1)S(=O)(=O)C=1C=NC(=CC1)Cl)=O